6-((4-(3-((4-((3-chloro-4-fluorophenyl)amino)-7-methoxyquinazolin-6-yl)oxy)propyl)piperazin-1-yl)methyl)-2-(2,6-dioxopiperidin-3-yl)-4-fluoroisoindoline-1,3-dione ClC=1C=C(C=CC1F)NC1=NC=NC2=CC(=C(C=C12)OCCCN1CCN(CC1)CC1=CC(=C2C(N(C(C2=C1)=O)C1C(NC(CC1)=O)=O)=O)F)OC